(R)-N-ethyl-N-(4-(3-methylmorpholinyl)-2-(1H-pyrrolo[2,3-b]pyridin-4-yl)thieno[3,2-d]pyrimidin-7-yl)methylsulfonamide C(C)N(S(=O)=O)CC1=CSC2=C1N=C(N=C2N2[C@@H](COCC2)C)C2=C1C(=NC=C2)NC=C1